3-{4-amino-2-chloropyrrolo[2,3-d]pyrimidin-7-yl}-5-(4-methoxyphenyl)cyclopentane-1,2-diol NC=1C2=C(N=C(N1)Cl)N(C=C2)C2C(C(C(C2)C2=CC=C(C=C2)OC)O)O